4-(3-(6-(difluoromethyl)pyridin-3-yl)-6-(N-(1-methylcyclopropyl)sulfamoyl)imidazo[1,2-a]pyridin-8-yl)-N,N-dimethylpiperazine-1-carboxamide FC(C1=CC=C(C=N1)C1=CN=C2N1C=C(C=C2N2CCN(CC2)C(=O)N(C)C)S(NC2(CC2)C)(=O)=O)F